C(C(=C)C)(=O)OC(CC[Si](OC)(OC)OC)OC(C(=C)C)=O bis(methacryloyloxy)propyltrimethoxysilane